CC(C(=O)OCCNC(=O)N1C=NC=C1C(C)C1=C(C(=CC=C1)C)C)=C 2-({5-[1-(2,3-dimethylphenyl)ethyl]-1H-imidazole-1-carbonyl}amino)ethyl 2-methylprop-2-enoate